C(C)(C)(C)OC(=O)N1CCC(CC1)CCOC(CN(CCCCCCCCC)CCCCCCCCC)=O tert-Butyl-4-(2-((dinonylglycyl)oxy)ethyl)piperidine-1-carboxylate